NC(CNC(CN1CCN(CCN(CCN(CC1)CC(=O)O)CC(=O)O)CC(=O)O)=O)C(=O)O 2,2',2''-(10-(2-((2-amino-2-carboxyethyl)amino)-2-oxoethyl)-1,4,7,10-tetraazacyclododecane-1,4,7-triyl)triacetic acid